COC1=C(O)C=C(C(=C1OC)O)OC 2,3,5-trimethoxyhydroquinone